N-[(4-fluorophenyl)methyl]-1-methylpiperidin-4-amine FC1=CC=C(C=C1)CNC1CCN(CC1)C